FC=1C=C(C=C(C1)F)C=1C=C2C(=NN(C2=CC1)C(C1=CC=CC=C1)(C1=CC=CC=C1)C1=CC=CC=C1)C(=O)OC(C)(C)C tert-butyl 5-(3,5-difluorophenyl)-1-trityl-1H-indazole-3-carboxylate